(1S)-2,2-difluoro-N-(3-pyridin-2-ylphenyl)cyclopropane-1-carboxamide FC1([C@@H](C1)C(=O)NC1=CC(=CC=C1)C1=NC=CC=C1)F